(E)-ethyl 3-(4-(4-(N-(2-(2-(2-(2-azidoethoxy)ethoxy)ethoxy)ethyl)sulfamoyl)phenoxy)-3,5-difluorophenyl)-2-methylacrylate N(=[N+]=[N-])CCOCCOCCOCCNS(=O)(=O)C1=CC=C(OC2=C(C=C(C=C2F)/C=C(/C(=O)OCC)\C)F)C=C1